ICC1CC(=C(N1[C@@H](C)C1=CC=CC=C1)C)C(=O)OCC1=CC=CC=C1 benzyl 5-(iodomethyl)-2-methyl-1-((S)-1-phenylethyl)-4,5-dihydro-1H-pyrrole-3-carboxylate